C[C@@H]1CN(CCN1C)C=1C=CC=2N(C(C=C(N2)C2=CC3=C(N=C(O3)C)C=C2)=O)C1 7-[(3R)-3,4-dimethylpiperazin-1-yl]-2-(2-methyl-1,3-benzoxazol-6-yl)-4H-pyrido[1,2-a]pyrimidin-4-one